C(C)C=1C=C(C=NC1OC)N 5-Ethyl-6-methoxypyridin-3-amine